CC1(CC1)C1=CN=C(O1)C1CC(CC1)C(=O)OC methyl 3-(5-(1-methylcyclopropyl)oxazol-2-yl)cyclopentane-1-carboxylate